octadecanoic acid, vinyl ester C(CCCCCCCCCCCCCCCCC)(=O)OC=C